1-(6-amino-3-azabicyclo[3.1.1]hept-3-yl)-2-(methoxyimino)propan-1-one NC1C2CN(CC1C2)C(C(C)=NOC)=O